1-methyl-4-(tetrahydrofuran-2-ylmethoxy)-9-(tetrahydropyran-3-ylmethoxy)-6,7-dihydrobenzo[a]quinolizin-2-one CC=1C(C=C(N2CCC3=C(C12)C=CC(=C3)OCC3COCCC3)OCC3OCCC3)=O